C1(CCCCC1)NC[Si](OCC)(OCC)OCC N-cycloHexylaminomethyltriethoxysilan